5-Chloro-2-(furan-2-yl)[1,2,4]triazolo[1,5-c]quinazoline ClC1=NC=2C=CC=CC2C=2N1N=C(N2)C=2OC=CC2